C(C)OC=1C=C(C=CC1)C=1N=CC=2N(C1)C(=CN2)C=2C=C(C=CC2)O 3-[6-(3-ethoxyphenyl)imidazo[1,2-a]pyrazin-3-yl]phenol